OC1=CC=2C(C3=CC=CC=C3CC2C=C1)=O 2-hydroxyanthrone